8-Bromo-1-methyl-1,4-dihydropyrido[3,4-b]pyrazin-3(2H)-one BrC1=CN=CC=2NC(CN(C21)C)=O